4-formyl-2-methylphenyl-boric acid C(=O)C1=CC(=C(C=C1)OB(O)O)C